FC(OCCN(CC[C@@H](C(=O)O)NC1=NC=NC2=CC=CC=C12)CCCCC1=NC=2NCCCC2C=C1)F (S)-4-((2-(difluoromethoxy)ethyl)(4-(5,6,7,8-tetrahydro-1,8-naphthyridin-2-yl)butyl)amino)-2-(quinazolin-4-ylamino)butanoic acid